2-chloro-5-{[(3-hydroxy-2,2-dimethylpropionyl)amino]methyl}-N-{1-[6-(trifluoromethyl)pyridin-3-yl]-1H-indazol-4-yl}benzamide ClC1=C(C(=O)NC2=C3C=NN(C3=CC=C2)C=2C=NC(=CC2)C(F)(F)F)C=C(C=C1)CNC(C(CO)(C)C)=O